5-(4-{(1S)-1-[(1r,4S)-4-aminocyclohexyl]ethyl}-8-fluoro-3,4-dihydro-2H-1,4-benzoxazin-6-yl)-1,3,4-oxadiazol-2(3H)-one NC1CCC(CC1)[C@H](C)N1CCOC2=C1C=C(C=C2F)C2=NNC(O2)=O